Methyl 2-[3-[tert-butyl(dimethyl)silyl]oxypropyl]-6-(trifluoromethyl)pyridine-3-carboxylate [Si](C)(C)(C(C)(C)C)OCCCC1=NC(=CC=C1C(=O)OC)C(F)(F)F